N-(1-(azetidin-1-ylmethyl)cyclopropyl)-2-methyl-2-(7-methylbenzo[d]isoxazol-3-yl)propanamide N1(CCC1)CC1(CC1)NC(C(C)(C1=NOC2=C1C=CC=C2C)C)=O